C(C1=CC=CC=C1)NC(N(C1=NC=C(C=C1)C=1C=NN(C1)C)[C@@H]1CC[C@H](CC1)NC1=NC=C(C(=N1)C1=CC=NN1C)C#N)=O 3-benzyl-1-(trans-4-((5-cyano-4-(1-methyl-1H-pyrazol-5-yl)pyrimidin-2-yl)amino)cyclohexyl)-1-(5-(1-methyl-1H-pyrazol-4-yl)pyridin-2-yl)urea